(S)-2-(4-(7-(difluoromethyl)pyrazolo[1,5-a]pyridin-2-yl)-6,7-dihydro-1H-imidazo[4,5-c]pyridin-5(4H)-yl)-5-(trifluoromethyl)-1,3,4-oxadiazole FC(C1=CC=CC=2N1N=C(C2)[C@H]2N(CCC1=C2N=CN1)C=1OC(=NN1)C(F)(F)F)F